3-phenyl-4-(p-tolyl)thiophene tert-Butyl-7-oxo-2-azaspiro[3.5]nonane-2-carboxylate C(C)(C)(C)OC(=O)N1CC2(C1)CCC(CC2)=O.C2(=CC=CC=C2)C2=CSC=C2C2=CC=C(C=C2)C